O=C1NC(CCC1N1C=C2C=C(C(=CC2=C1)F)CN1CCC(CC1)N1CCN(CC1)C1=NC(=CC=C1)C1=CN=C2N1N=C(C=C2)N2[C@H](CCC2)C2=CC(=CC=C2)F)=O 2-(2,6-dioxopiperidin-3-yl)-5-fluoro-6-((4-(4-(6-(6-((R)-2-(3-fluorophenyl)pyrrolidin-1-yl)imidazo[1,2-b]pyridazin-3-yl)pyridin-2-yl)piperazin-1-yl)piperidin-1-yl)methyl)isoindole